[Si](=O)=O.[W] tungsten-silicon dioxide